NC1=NC=CC(=C1Cl)SC=1N=C2C(=NC1)NC(=N2)N2CCC1(CC2)[C@@H](C2=CC(=CC=C2C1)CF)N (S)-1'-(5-((2-amino-3-chloropyridin-4-yl)thio)-1H-imidazo[4,5-b]pyrazin-2-yl)-6-(fluoromethyl)-1,3-dihydrospiro[indene-2,4'-piperidin]-1-amine